N5-((S)-4-carboxy-1-((2-mercaptoethyl)amino)-1-oxobutan-2-yl)-L-glutamine C(=O)(O)CC[C@@H](C(=O)NCCS)NC(CC[C@H](N)C(=O)O)=O